methyl 1-(4-(methoxycarbonyl)-2-nitrophenyl)-1H-imidazole-2-carboxylate COC(=O)C1=CC(=C(C=C1)N1C(=NC=C1)C(=O)OC)[N+](=O)[O-]